C(CCCCCC(C)C)C1CC(C(CC1)CCCCCCC(C)C)=O 3,6-diisononylcyclohexanone